1-(4-(4-amino-1-cyclopropyl-1H-pyrazolo[3,4-d]pyrimidin-3-yl)-2-fluorophenyl)-3-(3-(1-methylcyclopropyl)isoxazol-5-yl)urea NC1=C2C(=NC=N1)N(N=C2C2=CC(=C(C=C2)NC(=O)NC2=CC(=NO2)C2(CC2)C)F)C2CC2